(3as,4s,6ar)-4-((3-chloro-2,4-difluorophenyl)(methyl)carbamoyl)-2,2-dimethyldihydro-3aH-[1,3]dioxolo[4,5-c]pyrrole-5(4H)-carboxylic acid tert-butyl ester C(C)(C)(C)OC(=O)N1C[C@@H]2[C@H]([C@H]1C(N(C)C1=C(C(=C(C=C1)F)Cl)F)=O)OC(O2)(C)C